(S)-3-amino-3-(3-(trifluoromethyl)phenyl)propane N[C@@H](CC)C1=CC(=CC=C1)C(F)(F)F